FC(C1=NN(C=C1)C(C(=O)OCCC(=C(F)F)F)C)(F)F 3,4,4-trifluorobut-3-en-1-yl 2-(3-(trifluoromethyl)-1H-pyrazol-1-yl)propanoate